5'-chloro-N-[2-(2,3-dihydro-1-benzofuran-5-yl)ethyl]-7'-oxo-7',8'-dihydro-6'H-spiro[cyclohexane-1,9'-furo[2,3-f]quinazoline]-2'-carboxamide ClC=1C=C2C(=C3C4(NC(NC13)=O)CCCCC4)OC(=C2)C(=O)NCCC=2C=CC4=C(CCO4)C2